N-(2-(4,4-difluoro-[1,4'-bipiperidine]-1'-yl)-5-((6-((R)-3-(2,3-difluorophenyl)isoxazolidine-2-yl)pyrimidine-4-yl)amino)-4-methoxyphenyl)acrylamide FC1(CCN(CC1)C1CCN(CC1)C1=C(C=C(C(=C1)OC)NC1=NC=NC(=C1)N1OCC[C@@H]1C1=C(C(=CC=C1)F)F)NC(C=C)=O)F